ClC1=NC(=NC2=C(C(=C(C(=C12)F)F)F)F)[2H] 4-chloro-5,6,7,8-tetrafluoroquinazoline-2-d